COC1=C(CN(S(=O)(=O)C2=NC=CC(=C2)NC(=O)C=2C(=NC3=CC=C(C(=C3C2)F)F)N2CC(C(CC2)(F)F)C)CC2=C(C=C(C=C2)OC)OC)C=CC(=C1)OC N-(2-(N,N-bis(2,4-dimethoxybenzyl)sulfamoyl)pyridin-4-yl)-2-(4,4-difluoro-3-methylpiperidin-1-yl)-5,6-difluoroquinoline-3-carboxamide